(S)-1-amino-4-(4-((4-ethylpyridin-2-yl)carbamoyl)phenyl)-2-(1-methacryloylpyrrolidin-2-yl)-1H-imidazole-5-carboxamide NN1C(=NC(=C1C(=O)N)C1=CC=C(C=C1)C(NC1=NC=CC(=C1)CC)=O)[C@H]1N(CCC1)C(C(=C)C)=O